methyl 5-[4-[2-(tert-butoxycarbonylamino)ethyl]piperazin-1-yl]pentanoate C(C)(C)(C)OC(=O)NCCN1CCN(CC1)CCCCC(=O)OC